C(C)N1N=CC(=C1)C1=C(C=C(C(=C1)[N+](=O)[O-])OC)N1CCC(CC1)CN1CCN(CC1)C(=O)[O-] 4-((1-(2-(1-ethyl-1H-pyrazol-4-yl)-5-methoxy-4-nitrophenyl)piperidin-4-yl)methanyl)piperazine-1-carboxylate